(1S,4R,5R*)-2-[5-(5-fluoro-2-methoxypyridin-4-yl)-1H-pyrazole-3-carbonyl]-N-[(1r,4r)-4-hydroxy-4-(trifluoromethyl)cyclohexyl]-2-azabicyclo[2.2.1]heptane-5-carboxamide FC=1C(=CC(=NC1)OC)C1=CC(=NN1)C(=O)N1[C@@H]2C[C@H]([C@H](C1)C2)C(=O)NC2CCC(CC2)(C(F)(F)F)O |o1:19|